C(C1(OC=2C(=NC(=CC2)C=2C(=CC(=NC2)NC(C)=O)NC2=NC(=CC(=C2)OC([2H])([2H])[2H])S(=O)(=O)C)OC1)C([2H])([2H])[2H])([2H])([2H])[2H] N-(5-(2,2-bis(methyl-d3)-2,3-dihydro-[1,4]dioxino[2,3-b]pyridin-6-yl)-4-((4-(methoxy-d3)-6-(methylsulfonyl)pyridin-2-yl)amino)pyridin-2-yl)acetamide